[4-(diethoxyphosphorylmethoxy)cyclohexyl]-2-(2,5-dimethylpyrrol-1-yl)-6-(6-methoxy-3-pyridinyl)-4-methylpyridin C(C)OP(=O)(OCC)COC1CCC(CC1)C=1C(=NC(=CC1C)C=1C=NC(=CC1)OC)N1C(=CC=C1C)C